C(C)OC1(C2C(N3N1C(CC3(C)C)=O)C=3C=CC=CC3C2)COC2=CC=CC=C2 10-Ethoxy-3,3-dimethyl-10-(phenoxymethyl)-2,3,4a,9,9a,10-hexahydro-1H-indeno[1,2-c]pyrazolo[1,2-a]pyrazol-1-one